3-amino-6-(difluoromethyl)-1-benzofuran-2-carboxamide NC1=C(OC2=C1C=CC(=C2)C(F)F)C(=O)N